hydroxy-1,4-dicarbonyl-naphthalene OC=1C(C2=CC=CC=C2C(C1)=C=O)=C=O